BrC1=CC=CC=C1C=CC(=O)NC1=CC=C(C=C1)S(=O)(=O)N1CCCC1 3-(6-bromophenyl)-N-[4-(1-pyrrolidinylsulfonyl)phenyl]acryl-amide